6,7-difluoro-4-(3-(1-methyl-1H-pyrazol-5-yl)-7,8-dihydro-1,6-naphthyridin-6(5H)-yl)quinazoline FC=1C=C2C(=NC=NC2=CC1F)N1CC=2C=C(C=NC2CC1)C1=CC=NN1C